C(C)OC1=CC=C(C=C1)[C@H](COC)NC(=O)C1CC12CCC1=CC=CC=C21 N-[(1R)-1-(4-Ethoxyphenyl)-2-methoxy-ethyl]-2',3'-dihydrospiro[cyclopropane-1,1'-indene]-2-carboxamide